Cyclobutylzinc bromide [Br-].C1(CCC1)[Zn+]